ClC1=NC=C(C=N1)C=1COCC1 2-chloro-5-(2,5-dihydrofuran-3-yl)pyrimidine